CN1C(=[NH+]C=C1)S(=O)(=O)[O-] 1-methylimidazoliumsulfonate